C1=CC=CC=2C3=CC=CC=C3C(C12)C(C(=O)NC1=CC=C(C=C1)C1=C(C=NC=C1)OC)NC(=O)C1=CC=NN1C N-(1-(9H-fluoren-9-yl)-2-((4-(3-methoxypyridin-4-yl)phenyl)amino)-2-oxoethyl)-1-methyl-1H-pyrazole-5-carboxamide